N[C@H](CN(C(N[C@@H](C)C1=CC=CC=C1)=O)C1=CC=C(C=C1)C1=CC=C(C=C1)CC)[C@@H](C)OC 3-[(2R,3R)-2-Amino-3-methoxybutyl]-1-[(1S)-1-phenylethyl]-3-{4'-ethyl-[1,1'-biphenyl]-4-yl}urea